1-(2,3-Dimethylphenyl)-6-oxo-1,6-dihydropyrimidine-4-carboxylic acid ethyl ester C(C)OC(=O)C=1N=CN(C(C1)=O)C1=C(C(=CC=C1)C)C